ClC=1N=C2C=C(C=NC2=C(C1Cl)C1=C(C=CC=C1)F)C1=C(N=CS1)C 5-(6,7-dichloro-8-(2-fluorophenyl)-1,5-naphthyridin-3-yl)-4-methylthiazole